5-(2-chloro-4-nitrophenoxy)-1-methyl-1H-benzo[d]imidazole ClC1=C(OC2=CC3=C(N(C=N3)C)C=C2)C=CC(=C1)[N+](=O)[O-]